(S)-N-(sec-Butyl)glycin [C@H](C)(CC)NCC(=O)O